CC=1C=C(C=CC1)N1C(NS(C2=C1C=CN=C2)(=O)=O)=O 4-(3-methylphenyl)-2H-pyrido[4,3-e]-1,2,4-thiadiazin-3(4H)-one 1,1-dioxide